CCCCCCCCCCCCCCCCC(=O)O[C@H](COC(=O)CCCCCCCCC/C=C\CCCCCCCCCC)COP(=O)(O)OC[C@@H](C(=O)O)N 1-(11Z-docosenoyl)-2-heptadecanoyl-glycero-3-phosphoserine